4-(benzhydryloxy)-2-(2,6-dioxopiperidin-3-yl)isoindoline-1,3-dione C(C1=CC=CC=C1)(C1=CC=CC=C1)OC1=C2C(N(C(C2=CC=C1)=O)C1C(NC(CC1)=O)=O)=O